N-(5-Bromo-2-(3-(2,6-dimethylpiperidin-1-yl)propoxy)pyridin-3-yl)-6-methylpyridine-3-sulfonamide BrC=1C=C(C(=NC1)OCCCN1C(CCCC1C)C)NS(=O)(=O)C=1C=NC(=CC1)C